1-amino-2-methyl-1-(4-((1-methylcyclopentyl-2,2,3,3,4,4,5,5-d8)methoxy-d2)phenyl)propan-2-ol NC(C(C)(O)C)C1=CC=C(C=C1)OC([2H])([2H])C1(C(C(C(C1([2H])[2H])([2H])[2H])([2H])[2H])([2H])[2H])C